1-Methyl-1-ethylpiperidinium methansulfonat CS(=O)(=O)[O-].C[N+]1(CCCCC1)CC